8,8'-((((1S,2R)-2-hydroxycyclohex-yl)methyl)azanedi-yl)bis(N,N-didec-yloctanamide) O[C@H]1[C@@H](CCCC1)CN(CCCCCCCC(=O)N(CCCCCCCCCC)CCCCCCCCCC)CCCCCCCC(=O)N(CCCCCCCCCC)CCCCCCCCCC